FC1=C(C=O)C(=CC(=C1)I)F 2,6-difluoro-4-iodobenzaldehyde